ethyl 6-(bromomethyl)-4-(3-fluoro-2-methylphenyl)-2-(4-methylthiazol-2-yl)-1,4-dihydropyrimidine-5-carboxylate BrCC1=C(C(N=C(N1)C=1SC=C(N1)C)C1=C(C(=CC=C1)F)C)C(=O)OCC